C(C)(=O)OCCCCCCCCCC\C=C/CC Z-11-TETRADECEN-1-YL ACETATE